O1CC(C1)N1N=CC=2C1=NC(=CN2)N2CCC1(CN(C1)C1=NC=CC(=C1)C(F)(F)F)CC2 7-[1-(oxetan-3-yl)-1H-pyrazolo[3,4-b]pyrazin-6-yl]-2-[4-(trifluoromethyl)pyridin-2-yl]-2,7-diazaspiro[3.5]nonane